C1=CC2=NC(=O)C(=O)N=C2C=C1 quinoxalinedione